{[(4-fluorophenyl)methyl]amino}-N-{4-[(oxolan-3-ylcarbonylamino)methyl]phenyl}carboxamide FC1=CC=C(C=C1)CNC(=O)NC1=CC=C(C=C1)CNC(=O)C1COCC1